N-(2-Fluoro-4-[2-[[(3S,5S)-5-fluoro-3-piperidyl]amino]-8-(2-methoxyethyl)-7-oxo-pyrido[2,3-d]pyrimidin-6-yl]phenyl)-1-(2-fluorophenyl)methane-sulfonamide hydrochloride Cl.FC1=C(C=CC(=C1)C1=CC2=C(N=C(N=C2)N[C@@H]2CNC[C@H](C2)F)N(C1=O)CCOC)NS(=O)(=O)CC1=C(C=CC=C1)F